BrC=1C=C(C=NC1N[C@@H](C)C1=CC=C(C=C1)C(F)(F)F)S(=O)(=O)NC 5-Bromo-N-methyl-6-[[(1S)-1-[4-(trifluoromethyl)phenyl]ethyl]amino]pyridine-3-sulfonamide